(1R,5S)-3,8-diazabicyclo[3.2.1]octane-8-carboxamide [C@H]12CNC[C@H](CC1)N2C(=O)N